CC1=CC(=NC=C1C#N)N1N=CC(=N1)CN1C[C@@H](N[C@@H](C1)C=1C(=C2C(OC(C2=CC1)=O)[2H])C)C 4-methyl-6-(4-(((3S,5R)-3-methyl-5-(4-methyl-1-oxo-1,3-dihydroisobenzofuran-5-yl-3-d)piperazin-1-yl)methyl)-2H-1,2,3-triazol-2-yl)nicotinonitrile